2-Methyl-6-methylen-1,7-octadien CC(=C)CCCC(C=C)=C